2-((3-chlorophenyl)sulfonyl)ethanol ClC=1C=C(C=CC1)S(=O)(=O)CCO